N-(3-chlorophenyl)-N-{4-[2-(2,6-dichlorophenyl)acetamido]pyridin-2-yl}acetamide ClC=1C=C(C=CC1)N(C(C)=O)C1=NC=CC(=C1)NC(CC1=C(C=CC=C1Cl)Cl)=O